(E)-(1-(2-(aminomethyl)-3-fluoroallyl)indolin-5-yl)(4-hydroxypiperidin-1-yl)methanone NC/C(/CN1CCC2=CC(=CC=C12)C(=O)N1CCC(CC1)O)=C\F